CC1=NN=C(O1)CCC=O 3-(5-methyl-1,3,4-oxadiazol-2-yl)propan-1-one